COC1=C(C=C(C=C1)OC)Cl 2,5-dimethoxychlorobenzene